C(#N)C=1C(=NN2C1N=C(C=C2C(=O)OCC)COC)C ethyl 3-cyano-5-(methoxymethyl)-2-methyl-pyrazolo[1,5-a]pyrimidine-7-carboxylate